(3R)-4-(2,6-dichloro-4-pyridinyl)-3-methyl-morpholine ClC1=NC(=CC(=C1)N1[C@@H](COCC1)C)Cl